(R)-1-(2-(3-(ethoxymethyl)-1-(1-(6-methylpyridin-3-yl)cyclopropyl)pyrrolidin-3-yl)ethyl)-5-fluoro-1H-benzo[d]imidazole C(C)OC[C@@]1(CN(CC1)C1(CC1)C=1C=NC(=CC1)C)CCN1C=NC2=C1C=CC(=C2)F